C(CC)OP(OCCC)(=O)CC=CC.C(C)C1=C(C=C(C(=C1)O)F)C1=CC=C2C(=NNC2=C1)C1=NC2=C(N1)CN(C2)[C@@H]2N(CCC2O)C(=O)N2[C@H](C(CC2)O)N2CC=1NC(=NC1C2)C2=NNC1=CC(=CC=C21)C2=C(C=C(C(=C2)F)O)CC (R)-(2-(6-(2-ethyl-5-fluoro-4-hydroxyphenyl)-1H-indazol-3-yl)-4,6-dihydropyrrolo[3,4-d]imidazol-5(1H)-yl)(3-hydroxylpyrrolidin-1-yl)ketone di-n-propyl-2-butenylphosphonate